2-amino-terephthalic acid disodium [Na].[Na].NC1=C(C(=O)O)C=CC(=C1)C(=O)O